C(C1=CC=CC=C1)OC(=O)N1C[C@@H]([C@@H](CC1)OC)NC(=O)OC(C)(C)C (3S,4R)-3-{[(tert-butoxy)carbonyl]amino}-4-methoxypiperidine-1-carboxylic acid benzyl ester